N-dodecylpyridine-1-acetamide C(CCCCCCCCCCC)NC(CN1CC=CC=C1)=O